N-(4-(imidazo[1,2-a]pyridin-3-yl)phenyl)-5-nitrofuran-2-carboxamide N=1C=C(N2C1C=CC=C2)C2=CC=C(C=C2)NC(=O)C=2OC(=CC2)[N+](=O)[O-]